(2R,4aR,7R)-3-Acryloyl-11-(8-chloronaphthalen-1-yl)-10-fluoro-2-methyl-7-((S)-1-methylpyrrolidine-2-yl)-2,3,4,4a,6,7-hexahydro-8-oxa-3,5a,9,12,13c-pentazanaphtho[3,2,1-de]anthracene C(C=C)(=O)N1C[C@H]2CN3C[C@@H](OC=4N=C5C(=C(N=CC5=C(C34)N2C[C@H]1C)C1=CC=CC2=CC=CC(=C12)Cl)F)[C@H]1N(CCC1)C